CN1C(=NN2C(C1=O)=CC=C2)CN2CC1(C2)NC(CC1)=O 3-methyl-2-((6-oxo-2,5-diazaspiro[3.4]octan-2-yl)methyl)pyrrolo[2,1-f][1,2,4]triazin-4(3H)-one